ClC1=NC=C2C(=N1)N(N=C2)C[C@H]2N(C[C@H](C2)F)C(=O)OC(C)(C)C tert-butyl (2S,4S)-2-[(6-chloropyrazolo[3,4-d]pyrimidin-1-yl)methyl]-4-fluoro-pyrrolidine-1-carboxylate